4-Methylpropylphenylruthenium dichloride CC1=CC=C(C=C1)[Ru](CCC)(Cl)Cl